OC1=C(C(C[C@@](O1)(CCC)CCC1=CC=CC=C1)=O)[C@H](CC)C=1C=C(C=CC1)NS(=O)(=O)C1=NC=C(C=C1)C(F)(F)F N-{3-[(1R)-1-[(2R)-6-hydroxy-4-oxo-2-(2-phenylethyl)-2-propyl-3,4-dihydro-2H-pyran-5-yl]propyl]phenyl}-5-(trifluoromethyl)pyridine-2-sulfonamide